C(=O)C1=C(OC(C(=O)O)C(C)C)C(=CC=C1)OC 2-(2-formyl-6-methoxyphenoxy)-3-methylbutyric acid